(S)-6-(((2-Fluoropyridin-3-yl)oxy)methyl)-5-azaspiro[2.4]heptane-5-carboxylic acid tert-butyl ester C(C)(C)(C)OC(=O)N1CC2(CC2)C[C@H]1COC=1C(=NC=CC1)F